CC1=CC=C(C=C1)C=1N=C2N(C=CN=C2)C1NC1=CC=C(C(=O)NCCN2CCOCC2)C=C1 4-[[2-(4-methylphenyl)imidazo[1,2-a]pyrazin-3-yl]amino]-N-(2-morpholin-4-ylethyl)benzamide